C1(CCCC1)CC(=O)N1CC2=C(CC1)N=C(S2)N2C[C@@H](NCC2)CO (R)-2-cyclopentyl-1-(2-(3-(hydroxymethyl)piperazin-1-yl)-6,7-dihydrothiazolo[5,4-c]pyridin-5(4H)-yl)ethan-1-one